C(C)OC(=O)C1C(C12C(N(C(N(C2=O)C)=O)C)=O)C2=CC=C(C=C2)OC Ethyl-2-(4-methoxyphenyl)-5,7-dimethyl-4,6,8-trioxo-5,7-diazaspiro[2.5]octane-1-carboxylate